CC1=C(SC=2NC=NC(C21)=O)C(=O)NC=2C=CC=1N(C2)C=C(N1)C1N(CCC1)C 5-methyl-N-[2-(1-methylpyrrolidin-2-yl)imidazo[1,2-a]pyridin-6-yl]-4-oxo-1H,4H-thieno[2,3-d]pyrimidine-6-carboxamide